5-[(4-methoxyphenyl)methoxy]-N-methyl-7-morpholino-quinazolin-4-amine COC1=CC=C(C=C1)COC1=C2C(=NC=NC2=CC(=C1)N1CCOCC1)NC